5-(3-chloro-4-fluorophenyl)-7-cyclopropyl-3-(2-oxo-2-(pyrrolidin-1-yl)ethyl)-3H-pyrrolo[2,3-d]pyrimidin-4(7H)-one ClC=1C=C(C=CC1F)C1=CN(C=2N=CN(C(C21)=O)CC(N2CCCC2)=O)C2CC2